C(C)(C)(C)OC(=O)N1CC=2NC(=NC2C1)C1=NN(C2=CC=C(C=C12)[N+](=O)[O-])C1OCCCC1 2-(5-Nitro-1-(tetrahydro-2H-pyran-2-yl)-1H-indazol-3-yl)-4,6-dihydropyrrolo[3,4-d]imidazole-5(1H)-carboxylic acid tert-butyl ester